(2R,5S)-5-[2-(4-chloro-3-fluoro-phenoxy)acetamido]-N-[(1s,4s)-4-(trifluoro-methoxy)cyclohexyl]piperidine ClC1=C(C=C(OCC(=O)N[C@H]2CCCN(C2)C2CCC(CC2)OC(F)(F)F)C=C1)F